1-[Rac-(5S,7S)-7-fluoro-5-phenyl-6,7-dihydro-5H-pyrrolo[1,2-b][1,2,4]triazol-2-yl]benzotriazole-5-carbonitrile F[C@H]1C[C@H](N2N=C(N=C21)N2N=NC1=C2C=CC(=C1)C#N)C1=CC=CC=C1 |r|